ClCC1C(C=NS1)=O 5-chloromethyl-isothiazolinone